3-(1-methylpyrazol-4-yl)-6-(m-tolylmethyl)imidazo[1,2-b]pyridazine CN1N=CC(=C1)C1=CN=C2N1N=C(C=C2)CC=2C=C(C=CC2)C